BrCC(=O)C1=NC=CC=C1 2-bromo-1-(2-pyridyl)-1-ethanone